2,6-dimethoxy-4-[7-(1-methyl-3,6-dihydro-2H-pyridin-4-yl)imidazo[1,2-a]pyridin-3-yl]-N-(2,2,2-trifluoroethyl)benzamide COC1=C(C(=O)NCC(F)(F)F)C(=CC(=C1)C1=CN=C2N1C=CC(=C2)C=2CCN(CC2)C)OC